C(N)(=O)C=1C=C2C(=CC=NC2=CC1OCC(C)O)OC1=C(C=C(C=N1)NC(=O)C1(CC1)C(=O)NC1=CC=C(C=C1)F)Cl 1-N'-[6-[6-carbamoyl-7-(2-hydroxypropoxy)quinolin-4-yl]oxy-5-chloropyridin-3-yl]-1-N-(4-fluorophenyl)cyclopropane-1,1-dicarboxamide